tert-butyl 4-(6-chloro-8-fluoro-7-(2-fluorophenyl)quinazolin-4-yl)piperazine-1-carboxylate ClC=1C=C2C(=NC=NC2=C(C1C1=C(C=CC=C1)F)F)N1CCN(CC1)C(=O)OC(C)(C)C